tert-butyl (5-(3-(methylcarbamoyl)phenylsulfonyl)thiophen-2-yl)methylcarbamate CNC(=O)C=1C=C(C=CC1)S(=O)(=O)C1=CC=C(S1)CNC(OC(C)(C)C)=O